ClC1CCC(C1=O)(C)C 5-chloro-2,2-dimethylcyclopentanone